ClC=1C=C(C=C(C1)C(F)(F)F)SCC#C (3-chloro-5-(trifluoromethyl)phenyl)(prop-2-yne-1-yl)sulfane